CC(CC/C=C(/C)\\CC/C=C(\\C)/CC/C=C(\\C)/CCC=C(C)C)CCOP(=O)([O-])OP(=O)([O-])OC1[C@@H]([C@H]([C@@H]([C@H](O1)CO)O[C@H]2[C@@H]([C@H]([C@@H]([C@H](O2)CO)O[C@H]3[C@H]([C@H]([C@@H]([C@H](O3)CO[C@@H]4[C@H]([C@H]([C@@H]([C@H](O4)CO[C@@H]5[C@H]([C@H]([C@@H]([C@H](O5)CO)O)O)O)O)O[C@@H]6[C@H]([C@H]([C@@H]([C@H](O6)CO)O)O)O[C@@H]7[C@H]([C@H]([C@@H]([C@H](O7)CO)O)O)O)O)O)O[C@@H]8[C@H]([C@H]([C@@H]([C@H](O8)CO)O)O)O[C@@H]9[C@H]([C@H]([C@@H]([C@H](O9)CO)O)O)O[C@@H]1[C@H]([C@H]([C@@H]([C@H](O1)CO)O)O)O)O)O)NC(=O)C)O)NC(=O)C The molecule is the dolichyl diphosphooligosaccharide(2-) species that is the dianion formed by loss of protons from the diphospho linkage in alpha-D-Man-(1->2)-alpha-D-Man-(1->2)-alpha-D-Man-(1->3)-[alpha-D-Man-(1->2)-alpha-D-Man-(1->3)-[alpha-D-Man-(1->6)]-alpha-D-Man-(1->6)]-beta-D-Man-(1->4)-beta-D-GlcNAc-(1->4)-D-GlcNAc(PP-Dol); major microspecies at pH 7.3. It is a conjugate base of an alpha-D-Man-(1->2)-alpha-D-Man-(1->2)-alpha-D-Man-(1->3)-[alpha-D-Man-(1->2)-alpha-D-Man-(1->3)-[alpha-D-Man-(1->6)]-alpha-D-Man-(1->6)]-beta-D-Man-(1->4)-beta-D-GlcNAc-(1->4)-D-GlcNAc(PP-Dol).